C(C1=CC=CC=C1)N(C(C(CC)(C)C)=O)O N-benzyl-N-hydroxy-2,2-dimethylbutyramide